N,N-dimethylaminonaphthalene CN(C)C1=CC=CC2=CC=CC=C12